C1(CC1)CO[C@H]1CN(CCC1)C1CCN(CC1)C(=O)OCC1=CC=CC=C1 Benzyl (3R)-3-(cyclopropylmethoxy)[1,4'-bipiperidine]-1'-carboxylate